4-(1,1,3,3-tetramethylbutyl)-m-cresol CC(CC(C)(C)C)(C)C=1C(=CC(=CC1)O)C